1,2,3-Propanetriol triacetate C(C)(=O)OCC(COC(C)=O)OC(C)=O